N-(2-Hydroxy-3-sulfopropyl)-3,5-dimethoxyaniline, sodium salt [Na+].OC(CNC1=CC(=CC(=C1)OC)OC)CS(=O)(=O)[O-]